(R)-6-Chloro-N-(1-ethylpiperidin-3-yl)-5-methylpyridazin-3-amine ClC1=C(C=C(N=N1)N[C@H]1CN(CCC1)CC)C